(R)-N-(1-(3-(1-(2,2-difluoroethyl)-1H-pyrazol-4-yl)-5-(1-isopropyl-1H-pyrazol-4-yl)phenyl)ethyl)-5-(2-(dimethylamino)ethoxy)-2-methylbenzamide FC(CN1N=CC(=C1)C=1C=C(C=C(C1)C=1C=NN(C1)C(C)C)[C@@H](C)NC(C1=C(C=CC(=C1)OCCN(C)C)C)=O)F